7-((6-bromopyridin-2-yl)methyl)-2-Chloro-5-fluoro-7H-pyrrolo[2,3-d]pyrimidine BrC1=CC=CC(=N1)CN1C=C(C2=C1N=C(N=C2)Cl)F